3,5-bis[3-(9H-carbazole-9-yl)phenyl]pyridine C1=CC=CC=2C3=CC=CC=C3N(C12)C=1C=C(C=CC1)C=1C=NC=C(C1)C1=CC(=CC=C1)N1C2=CC=CC=C2C=2C=CC=CC12